ClC=1C=C(C=C(C1)C1=CC=C2C=NC(=NC2=C1)NC)NC(C=C)=O N-{3-chloro-5-[2-(methylamino)quinazolin-7-yl]phenyl}prop-2-enamide